C(C)(C)(C)OC(=O)N1CCC(CC1)CCN1N=CC(=C1)C#N 4-(2-(4-cyano-1H-pyrazol-1-yl)ethyl)piperidine-1-carboxylic acid tert-butyl ester